C1(=CC=CC=C1)C1C(=NNC1)C=1C(=NC=CC1)C(F)(F)F (4-phenyl-4,5-dihydro-1H-pyrazol-3-yl)-2-(trifluoromethyl)pyridine